FC1=C2CCCC(C2=CC=C1F)=O 5,6-difluoro-3,4-dihydronaphthalene-1(2H)-one